1-(3-chlorophenyl)-3-[(Z)-[phenyl(pyridin-2-yl)methylidene]amino]thiourea ClC=1C=C(C=CC1)NC(=S)N\N=C(/C1=NC=CC=C1)\C1=CC=CC=C1